3-Chloro-6-fluoro-5-(prop-1-en-2-yl)isoquinoline ClC=1N=CC2=CC=C(C(=C2C1)C(=C)C)F